[V].CC1=C(OC2N(CC(N2C2=C(C=C(C=C2C)C)C)=N)C2=C(C=C(C=C2C)C)C)C(=CC=C1)C (2,6-dimethylphenoxy)(1,3-bis(2,4,6-trimethylphenyl)-imidazolineimine) vanadium